C(=O)(C(=C)C)N1CCOCC1 methacryl-morpholine